N-(3-bromo-4-(trifluoromethyl)phenyl)-1-fluoro-6,7,8,9-tetrahydro-5H-5,8-epiminocyclohepta[c]pyridine-10-carboxamide BrC=1C=C(C=CC1C(F)(F)F)NC(=O)N1C2CCC1CC=1C(=NC=CC12)F